(5-isopropyl-4-(trifluoromethyl)pyridin-2-yl)-5-methyl-4-(pyridin-2-yl)thiazole C(C)(C)C=1C(=CC(=NC1)C=1SC(=C(N1)C1=NC=CC=C1)C)C(F)(F)F